CC1CCN(CC1)CC=1C=CC=2N(C1)C=C(N2)CN2C(C1=CN=CC(=C1C=C2)N2CC1(C2)CCOCC1)=O 2-({6-[(4-methylpiperidin-1-yl)methyl]imidazo[1,2-a]pyridin-2-yl}methyl)-5-{7-oxa-2-azaspiro[3.5]nonan-2-yl}-1,2-dihydro-2,7-naphthyridin-1-one